N1-(4-methoxybenzyl)-N2,N2-dimethylethane-1,2-diamine COC1=CC=C(CNCCN(C)C)C=C1